CC1=NOC(=C1CN1C[C@@H](N(C[C@H]1C)C1=CC(N(C=2C=CC(=NC12)C#N)C)=O)C)C 8-((2s,5r)-4-((3,5-dimethylisoxazol-4-yl)methyl)-2,5-dimethylpiperazin-1-yl)-5-methyl-6-oxo-5,6-dihydro-1,5-naphthyridine-2-carbonitrile